tert-butyl 2-(5-(2-((2-cyanoethyl)(isopropyl)carbamoyl)-4-fluorophenoxy)pyrimidin-4-yl)-2,7-diazaspiro[3.5]nonane-7-carboxylate C(#N)CCN(C(=O)C1=C(OC=2C(=NC=NC2)N2CC3(C2)CCN(CC3)C(=O)OC(C)(C)C)C=CC(=C1)F)C(C)C